FC(C=1N=C(N(N1)C1=NC=C(C=C1)C(=O)N1CCOCC1)C(C)NC(C1=CC(=CC(=C1)C(F)(F)F)C(F)(F)F)=O)F N-[1-[5-(difluoromethyl)-2-[5-(morpholine-4-carbonyl)-2-pyridinyl]-1,2,4-triazol-3-yl]ethyl]-3,5-bis(trifluoromethyl)benzamide